FC1=C2C(CC(OC2=CC=C1)(C)C)NC(=O)[C@H]1[C@@H](C1)[C@@H](CCOC)N1C(NC(CC1=O)(C)C)=[NH2+] [1-[(1R)-1-[(1R,2R)-2-[(5-fluoro-2,2-dimethyl-chroman-4-yl)carbamoyl]cyclopropyl]-3-methoxypropyl]-4,4-dimethyl-6-oxo-hexahydropyrimidin-2-ylidene]ammonium